C(=O)(OC(C)(C)C)N[C@@H](CCSC)C(=O)O N-Boc-methionine